1-benzyl-2,3-dimethylcyanoguanidine C(C1=CC=CC=C1)N(C(=NC)NC)C#N